ClC1=CC2=C(N=N1)N(C=C2)CCNC(C)=O N-(2-{3-chloro-7H-pyrrolo[2,3-c]pyridazin-7-yl}ethyl)acetamide